C(C1=C(C(=CC(=C1)Cl)Br)O)C1=C(C(=CC(=C1)Cl)Br)O 2,2'-methylenebis(4-chloro-6-bromophenol)